FC1=C(C=CC=C1)C(=O)N1CC2(C1)CC(C2)C2=CC(=NN2C2=C(C=CC=C2)C)C (2-fluorophenyl)(6-(3-methyl-1-(o-tolyl)-1H-pyrazol-5-yl)-2-azaspiro[3.3]heptan-2-yl)methanone